FC=1C=C2CC[C@@](C2=CC1)(O)CC(=O)O |r| (±)-2-(5-Fluoro-1-hydroxy-2,3-dihydro-1H-inden-1-yl)acetic acid